C1(=CC=CC=C1)C1=C(C(=O)N)C=CN=C1 3-phenylisonicotinamide